trimethylcyclohexyl methacrylate C(C(=C)C)(=O)OC1(C(CCCC1)(C)C)C